FC(C(=O)O)(F)F.NCCCCOC=1C=C(C=CC1)NC(=O)C1=CC=C(CN(C(=O)C=2C=CC3=C(OCC(N3)=O)C2)C2CC2)C=C1 N-(4-((3-(4-aminobutoxy)phenyl)carbamoyl)benzyl)-N-cyclopropyl-3-oxo-3,4-dihydro-2H-benzo[b][1,4]oxazine-7-carboxamide 2,2,2-trifluoroacetate